2-(2-bromo-3-chloro-6-fluoro-4-methylphenyl)-1,3-dioxolane BrC1=C(C(=CC(=C1Cl)C)F)C1OCCO1